2-chloro-4-(4-methoxyphenyl)-5-methylpyrimidine ClC1=NC=C(C(=N1)C1=CC=C(C=C1)OC)C